OC1CN(C1)C(=O)O[C@@H]1CC[C@H](CC1)C(N(CC12CCC(CC1)(CC2)C2=CC(=C(C=C2)OC)C)C=2C=NC=C(C2)C=2C=NN(C2)C(C)(C)C)=O 4-((5-(1-(tert-Butyl)-1H-pyrazol-4-yl)pyridin-3-yl)((4-(4-methoxy-3-methylphenyl)bicyclo[2.2.2]octan-1-yl)methyl)carbamoyl)(trans-cyclohexyl) 3-hydroxyazetidine-1-carboxylate